1-(oxetan-3-ylmethyl)piperazin-2-one O1CC(C1)CN1C(CNCC1)=O